6-hydroxy-1,3-benzoxazole-7-carboxylic acid OC1=C(C2=C(N=CO2)C=C1)C(=O)O